NC(C(C1=CC=CC=C1)SC1=C(C(=C(C(=N1)N1CCC(CC1)NC(=O)C1(COC1)NC(OC(C)(C)C)=O)C#N)CC)C#N)=O tert-butyl (3-((1-(6-((2-amino-2-oxo-1-phenylethyl)thio)-3,5-dicyano-4-ethylpyridin-2-yl)piperidin-4-yl)carbamoyl)oxetan-3-yl)carbamate